N1=NC(=CC=C1)SC=1N=NC=CC1C#N 3-(pyridazin-3-ylsulfanyl)pyridazine-4-carbonitrile